(R)-1-(2-chlorophenyl)ethyl (4-(4-aminophenyl)-1-methyl-1H-1,2,3-triazol-5-yl)carbamate NC1=CC=C(C=C1)C=1N=NN(C1NC(O[C@H](C)C1=C(C=CC=C1)Cl)=O)C